6-(4-bromophenyl)-7,7-difluoro-3-azabicyclo[4.1.0]Heptane BrC1=CC=C(C=C1)C12CCNCC2C1(F)F